3-(5-((1-(5-chloro-4-((1-methyl-2-oxoindolin-5-yl)amino)pyrimidin-2-yl)piperidin-4-yl)amino)-3-methyl-2-oxo-2,3-dihydro-1H-benzo[d]imidazol-1-yl)piperidine-2,6-dione ClC=1C(=NC(=NC1)N1CCC(CC1)NC1=CC2=C(N(C(N2C)=O)C2C(NC(CC2)=O)=O)C=C1)NC=1C=C2CC(N(C2=CC1)C)=O